BrC1=CC=C(C=C1)C=1NC=C(N1)C1=CC=CC=C1 2-(4-Bromophenyl)-4-phenylimidazole